((2S,4S)-1-acryloyl-4-(6-fluoro-7-(4-fluorophenyl)-8-methyl-4-(((S)-1-methylpyrrolidin-2-yl)methoxy)-1H-[1,2,3]triazolo[4,5-c]quinolin-1-yl)piperidin-2-yl)acetonitrile C(C=C)(=O)N1[C@@H](C[C@H](CC1)N1N=NC=2C(=NC=3C(=C(C(=CC3C21)C)C2=CC=C(C=C2)F)F)OC[C@H]2N(CCC2)C)CC#N